(S)-3-(4-cyclobutylphenyl)-2-methylpropanal C1(CCC1)C1=CC=C(C=C1)C[C@@H](C=O)C